FC1=C(OC2C[C@@H]3[C@@H](CN(C3)CC(=O)C3=CC=C(C=C3)O)C2)C(=CC=C1)F 2-((3aR,5s,6aS)-5-(2,6-difluorophenoxy)hexahydrocyclopenta[c]pyrrol-2(1H)-yl)-1-(4-hydroxyphenyl)ethanone